BrC1=CC=C(C=2N=C(OC21)C2CC2)OC 7-bromo-2-cyclopropyl-4-methoxybenzo[d]oxazole